tert-butyl 5-methyl-7,8-dihydro-1,6-naphthyridine-6(5H)-carboxylate CC1C=2C=CC=NC2CCN1C(=O)OC(C)(C)C